C(C)(C)(C)C1=CC(=NC=C1)C1=NC=CC(=C1)C(C)(C)C 4,4'-di-tert-butyl-bipyridyl